2-[4-(cyclopropylmethoxy)-3,5-dimethoxyphenyl]ethylamine C1(CC1)COC1=C(C=C(C=C1OC)CCN)OC